beta-Aminopropionitrile monofumarate C(\C=C\C(=O)O)(=O)O.NCCC#N